(S)-3-(2-amino-3-chloropyridin-4-yl)-7-(5-amino-5,7-dihydro-spiro[cyclopenta[c]pyridin-6,4'-piperidin]-1'-yl)pteridine-2,4(1H,3H)-dione NC1=NC=CC(=C1Cl)N1C(NC2=NC(=CN=C2C1=O)N1CCC2(CC1)[C@@H](C1=C(C=NC=C1)C2)N)=O